tetramethyl-N,N'-diethyl-ethylenediamine dibromide [Br-].[Br-].CC(C(NCC)(C)C)(NCC)C